CC1=C(C=C(C(=C1)C)CC)O 2,4-dimethyl-5-ethylphenol